undec-10-ene-1-ol C(CCCCCCCCC=C)O